(R)-4-(4-Cyclopropyl-2-(trifluoromethoxy)phenyl)-2-methyl-N-(1-methylpiperidin-3-yl)pyrazolo[1,5-d][1,2,4]triazin-7-amine C1(CC1)C1=CC(=C(C=C1)C=1C=2N(C(=NN1)N[C@H]1CN(CCC1)C)N=C(C2)C)OC(F)(F)F